4-iodo-1-(trifluoromethyl)benzene IC1=CC=C(C=C1)C(F)(F)F